2-({4-[2-(4-Chloro-2-fluorophenyl)-2-methyl-1,3-benzodioxol-4-yl]piperidin-1-yl}methyl)-1-(1,3-oxazol-2-ylmethyl)-1H-benzimidazol ClC1=CC(=C(C=C1)C1(OC2=C(O1)C=CC=C2C2CCN(CC2)CC2=NC1=C(N2CC=2OC=CN2)C=CC=C1)C)F